2-(4-chlorobenzyl)-6-(4-cyclopropylphenyl)pyridazin-3(2H)-one ClC1=CC=C(CN2N=C(C=CC2=O)C2=CC=C(C=C2)C2CC2)C=C1